(4-(6-chloro-2-(2-(dimethylamino)ethoxy)-7-(3-hydroxynaphthalen-1-yl)pyrido[2,3-d]pyrimidin-4-yl)piperazin-1-yl)prop-2-en-1-one ClC1=CC2=C(N=C(N=C2N2CCN(CC2)C(C=C)=O)OCCN(C)C)N=C1C1=CC(=CC2=CC=CC=C12)O